ClC1=C(C=CC=C1)NNC(=O)C=1C(=NN(C1)C=1SC=CN1)C N'-(2-chlorophenyl)-3-methyl-1-(thiazol-2-yl)-1H-pyrazole-4-carbohydrazide